FC1=CC=2N(C=C1)C(=CN2)C2=C1CNC(C1=C(C=C2)NC2=NC=C(C=C2)N2C[C@@H](OCC2)C2(CC2)O)=O |o1:28| rel-(R)-4-(7-fluoro-imidazo[1,2-a]pyridin-3-yl)-7-((5-(2-(1-hydroxycyclopropyl)morpholino)pyridin-2-yl)amino)isoindolin-1-one